3,6,10,11-tetrakis(n-pentoxy)triphenylene-2,7-diol C(CCCC)OC=1C(=CC=2C3=CC(=C(C=C3C3=CC(=C(C=C3C2C1)OCCCCC)O)OCCCCC)OCCCCC)O